FC(C=1C=C(C=CC1)C1=C2C(=C(N=N1)C1=CC(=CC=C1)C(F)(F)F)SC=C2)(F)F 4,7-bis(3-(trifluoromethyl)phenyl)thieno[2,3-d]Pyridazine